BrCCC (S)-1-bromopropane